6-[bis(3-methoxybenzyl)aminocarbonyloxymethoxy]pyridine COC=1C=C(CN(C(=O)OCOC2=CC=CC=N2)CC2=CC(=CC=C2)OC)C=CC1